3-[(1R*)-1-[3-Oxo-3-[4-[5-(trifluoromethyl)pyrimidin-2-yl]piperazin-1-yl]propoxy]ethyl]-5-(trifluoromethyl)-1H-pyridazin-6-one O=C(CCO[C@H](C)C1=NNC(C(=C1)C(F)(F)F)=O)N1CCN(CC1)C1=NC=C(C=N1)C(F)(F)F |o1:5|